cyclooctadecenal C1(=CCCCCCCCCCCCCCCCC1)C=O